C(C1=CC=CC=C1)O[C@H](C)[C@@H](CC)OC=1C(=NC=C(N1)Cl)C 3-(((2R,3R)-2-(benzyloxy)pentan-3-yl)oxy)-5-chloro-2-methylpyrazine